NC1C2CN(CC1CC2)C=2N(C(C1=C(N2)NC=C1C1=C(C2=CN(N=C2C=C1)C)Cl)=O)C 2-(Exo-8-amino-3-azabicyclo[3.2.1]oct-3-yl)-5-(4-chloro-2-methyl-2H-indazol-5-yl)-3-methyl-3,7-dihydro-4H-pyrrolo[2,3-d]pyrimidin-4-one